C[Si](C)(C)C#CC=1C=NC(=NC1)N1CC2(C1)CN(CCC2)C(=O)OC(C)(C)C Tert-butyl 2-(5-((trimethylsilyl)ethynyl)pyrimidin-2-yl)-2,6-diazaspiro[3.5]nonane-6-carboxylate